OC1=CC=C(C=2OC3=CC=CC=C3C(C2O)=O)C=C1 4'-hydroxylflavonol